OCC=1C=CC(=NC1)C(=O)OC methyl 5-(hydroxymethyl)pyridine-2-carboxylate